ClC1CC2=C(C3=CC=C(C=C3C(=C2CC1)OC1=CC=CC=C1)Cl)OC(C(=C)C)=O 2,6-dichloro-9-methacryloyloxy-10-phenoxy-1,2,3,4-tetrahydroanthracene